C(C)N1C2=CC=CC=C2C=2C=C(C=CC12)C=CC1=CC=C(C=C1)C1=CC=C(C=C1)C=CC=1C=CC=2N(C3=CC=CC=C3C2C1)CC 4,4'-bis(9-ethyl-3-carbazolylvinyl)1,1'-biphenyl